(2S,4R)-4-hydroxy-1-((S)-2-(6-hydroxyhexanamido)-3,3-dimethylbutanoyl)-N-((S)-1-(4-(4-methylthiazol-5-yl)phenyl)ethyl)pyrrolidine-2-carboxamide O[C@@H]1C[C@H](N(C1)C([C@H](C(C)(C)C)NC(CCCCCO)=O)=O)C(=O)N[C@@H](C)C1=CC=C(C=C1)C1=C(N=CS1)C